NC=1C(=NC(=CC1)C=1C=C2C(=NC1)NC(=C2CC)Cl)C(=O)N(C)C 3-amino-6-(2-chloro-3-ethyl-1H-pyrrolo[2,3-b]pyridin-5-yl)-N,N-dimethylpyridine-2-carboxamide